[C-]1(C=CC=C1)C(C)(C)[C-]1C=CC=C1.[CH-]1C=CC=C1.[Fe+2].[CH-]1C=CC=C1.[Fe+2] 2,2-bisferrocenyl-propane